(-)-(2S,3R)-2-fluoro-3-hydroxy-2-(naphthalen-2-ylmethyl)cyclohexan-1-one F[C@@]1(C(CCC[C@H]1O)=O)CC1=CC2=CC=CC=C2C=C1